[N+](=O)([O-])C1=C(CC2C(CCCC2=O)=O)C=CC(=C1)C(F)(F)F 2-(2-nitro-4-trifluoromethylbenzyl)-cyclohexane-1,3-dione